C(#N)C1=CC=C(CNC(=O)C2=NN(C=3C(N(CCC32)CC3(CC3)S(=O)(=O)[C@@](CO)(COC)C)=O)C)C=C1 (S)-N-(4-Cyanobenzyl)-6-((1-((1-hydroxy-3-methoxy-2-methylpropan-2-yl)sulfonyl)cyclopropyl)methyl)-1-methyl-7-oxo-4,5,6,7-tetrahydro-1H-pyrazolo[3,4-c]pyridine-3-carboxamide